6-(3-amino-4-fluorophenoxy)-3-methylquinazoline-4(3H)-thione NC=1C=C(OC=2C=C3C(N(C=NC3=CC2)C)=S)C=CC1F